triethoxybutane CCCC(OCC)(OCC)OCC